C1(CCC(CC1)C(=O)OCC(CCCC)CC)C(=O)OCC(CCCC)CC bis(2-ethylhexyl) 1,4-cyclohexanedicarboxylate